OC1CC(C1)N1N=C2N=C(C=CC2=C1)C1=C(C=C(C=C1C)C(F)(F)F)O 2-(2-((1r,3r)-3-hydroxycyclobutyl)-2H-pyrazolo[3,4-b]pyridin-6-yl)-3-methyl-5-(trifluoromethyl)phenol